ClC=1C=C(C=CC1)C(C(C1=CC=CC=C1)OC(N[C@H](C(=O)N[C@H](C(=O)C=1SC2=C(N1)C=CC=C2)C[C@H]2C(NCC2)=O)CCCC)=O)(F)F ((S)-1-(((S)-1-(benzo[d]thiazol-2-yl)-1-oxo-3-((S)-2-oxopyrrolidin-3-yl)propan-2-yl)amino)-1-oxohexan-2-yl)carbamic acid 2-(3-chlorophenyl)-2,2-difluoro-1-phenylethyl ester